ClC1=CC(=NC=C1C(F)(F)F)NC1=C(C=C(C=C1)NC(C=C)=O)C1=NN(C=C1)C N-(4-((4-chloro-5-(trifluoromethyl)pyridin-2-yl)amino)-3-(1-methyl-1H-pyrazol-3-yl)phenyl)acrylamide